C(C1=CC=CC=C1)C=1N(C=2C(=C3CC[C@@H](N(C3=CC2)C(=O)OC)C)N1)[C@H]1C[C@@H](CCC1)C(=O)O (1r,3r)-3-((S)-2-benzyl-6-(methoxycarbonyl)-7-methyl-6,7,8,9-tetrahydro-3H-imidazo[4,5-f]quinolin-3-yl)cyclohexane-1-carboxylic acid